ClC1=C(C(=C2C=NN(C2=C1)C1OCCCC1)B1OC(C(O1)(C)C)(C)C)C 6-chloro-5-methyl-1-(tetrahydro-2H-pyran-2-yl)-4-(4,4,5,5-tetramethyl-1,3,2-dioxaborolan-2-yl)-1H-indazole